C(C)(C)(C)OC(=O)N1CC(CC(C1)C)C1=CC(=C(C=C1)Cl)N 3-(3-amino-4-chloro-phenyl)-5-methyl-piperidine-1-carboxylic acid tert-butyl ester